(E)-methyl 3-[2-(3-bromopropoxy)phenyl]acrylate BrCCCOC1=C(C=CC=C1)/C=C/C(=O)OC